4-(3-(cyclopentyloxy)phenoxy)-1H-1,2,3-triazole C1(CCCC1)OC=1C=C(OC=2N=NNC2)C=CC1